2-(4-chlorophenoxy)propyl-hydroxylamine ClC1=CC=C(OC(CNO)C)C=C1